4-(trifluoromethyl)-pyridine-3-formic acid FC(C1=C(C=NC=C1)C(=O)O)(F)F